C(C)(C)(C)OC(=O)NCCC#CC1=C(C=CC(=C1)F)NC1=C(C(=O)OC)C=C(C=C1)C(F)(F)F methyl 2-((2-(4-((tert-butoxycarbonyl) amino) but-1-yn-1-yl)-4-fluorophenyl) amino)-5-(trifluoromethyl)-benzoate